C(#CC)[C@@](C(=O)O)(C)OC1=CC=C(C=C1)OC1=NC=C(C=C1F)Cl.BrC1=CC=C(C=C1)C(=O)N1CCCCC1 (4-Bromophenyl)(piperidin-1-yl)methanone 2-propynyl-(2R)-2-[4-[(5-chloro-3-fluoro-2-pyridinyl)oxy]phenoxy]propanoate